(S)-2-((2-(hydroxydiphenylmethyl)pyrrolidin-1-yl)methyl)-6-(trifluoromethyl)phenol OC([C@H]1N(CCC1)CC1=C(C(=CC=C1)C(F)(F)F)O)(C1=CC=CC=C1)C1=CC=CC=C1